C1(CC1)N1CCC(CC1)N1CCC(CC1)C1=CC2=C(N(C(=N2)C2=CC(=C(C=C2)OC)OC)CC(F)F)C=C1 5-(1'-cyclopropyl-[1,4'-bipiperidin]-4-yl)-1-(2,2-difluoroethyl)-2-(3,4-dimethoxyphenyl)-1H-benzo[d]imidazole